2-[4-(4-chlorophenyl)-5-(pyridin-4-yl)-1H-imidazol-1-yl]-1-[(1S,4S)-5-methyl-2,5-diazabicyclo[2.2.1]heptan-2-yl]ethan-1-one ClC1=CC=C(C=C1)C=1N=CN(C1C1=CC=NC=C1)CC(=O)N1[C@@H]2CN([C@H](C1)C2)C